4-chloro-2-((4,6-dimethoxypyrimidin-2-yl)seleno)benzoic acid ClC1=CC(=C(C(=O)O)C=C1)[Se]C1=NC(=CC(=N1)OC)OC